CN1CCN(CC1)C=1C(=NC=CN1)N (4-methylpiperazin-1-yl)pyrazin-2-amine